C(\C=C\C(=O)N)(=O)N fumaric diamide